CC1OCCN(C1)C1=C(C=NC=C1)NC(=O)C=1C=2N(N=CC1)C=CN2 N-(4-(2-methylmorpholino)pyridin-3-yl)imidazo[1,2-b]pyridazine-8-carboxamide